SCC(=O)N[C@H]1CN(CCC1)C(=O)O (R)-3-(2-mercaptoacetylamino)piperidine-1-carboxylic acid